C(#N)C1=C(C=CC=C1)C1=C(C=C(C=C1)C1(C2=CC=CC=C2C=2C=CC=CC12)C=1C=CC(=C(C1)C1=CC=CC=C1)C1=C(C=CC=C1)C#N)C1=CC=CC=C1 9,9-bis(2-cyanophenyl-5-biphenylyl)fluorene